C1(=C(C=CC2=CC=CC=C12)OCCOC1=C(C2=CC=C(C=C2C=C1)C1=CC2=CC=CC=C2C=C1)C1=C(C=CC2=CC(=CC=C12)C1=CC2=CC=CC=C2C=C1)OCCO)C1=C(C=CC2=CC=CC=C12)OCCOC1=C(C2=CC=C(C=C2C=C1)C1=CC2=CC=CC=C2C=C1)C1=C(C=CC2=CC(=CC=C12)C1=CC2=CC=CC=C2C=C1)OCCO 2,2'-([1,1'-binaphthalene]-2,2'-diylbis{oxyethane-2,1-diyloxy[6,6'-di(naphthalen-2-yl)[1,1'-binaphthalene]-2',2-diyl]oxy})di(ethan-1-ol)